(1-oxo-5-((trimethylsilyl)ethynyl)isoindol-2-yl)piperidine-2,6-dione O=C1N(CC2=CC(=CC=C12)C#C[Si](C)(C)C)N1C(CCCC1=O)=O